(4-fluorophenyl)(2-(4-fluorophenyl)-3-(4,4,5,5-tetramethyl-1,3,2-dioxaborolan-2-yl)-6,7-dihydropyrazolo[1,5-a]pyrazin-5(4H)-yl)methanone FC1=CC=C(C=C1)C(=O)N1CC=2N(CC1)N=C(C2B2OC(C(O2)(C)C)(C)C)C2=CC=C(C=C2)F